CN1C=NC2=C1C=C(C(=C2)C2=CC=CN1C(=CC=C21)C(=O)C2=CC=C(C(=O)NC1=C(C(=C(C(=C1F)F)S(=O)(=O)C)F)F)C=C2)C(F)(F)F 4-(8-(1-methyl-6-(trifluoromethyl)-1H-benzo[d]imidazol-5-yl)indolizine-3-carbonyl)-N-(2,3,5,6-tetrafluoro-4-(methylsulfonyl)phenyl)benzamide